5-bromo-N-(4-fluorobenzyl)pyridin-2-amine BrC=1C=CC(=NC1)NCC1=CC=C(C=C1)F